[Fe].N1=C(C(=CC=C1)N)C1=NC=CC=C1 bipyridineamidol iron